5-[(2R)-4-fluoro-6-hydroxy-2-({[2-(oxan-4-yl)ethyl]amino}methyl)-2,3-dihydro-1-benzofuran-5-yl]-1λ6,2,5-thiadiazolidine-1,1,3-trione FC1=C(C(=CC2=C1C[C@@H](O2)CNCCC2CCOCC2)O)N2CC(NS2(=O)=O)=O